FC1(C(=CC(N2[C@@H](CCC12)C(=O)OC)=O)O)F methyl (3S)-8,8-difluoro-7-hydroxy-5-oxo-1,2,3,5,8,8a-hexahydroindolizine-3-carboxylate